C(C)(C)(C)C=1C=C(C2=C(C=CO2)C1)S(=O)(=O)N 5-(tert-butyl)benzofuran-7-sulfonamide